COCC1=C(C=CC(=C1)N)N 2-(methoxymethyl)para-phenylenediamine